C(=O)(O)C1=CC=C(OC(C(=O)OC(C(C)(OC2=CC=C(C=C2)C(=O)O)OC2=CC=C(C=C2)C(=O)O)=O)(C)OC2=CC=C(C=C2)C(=O)O)C=C1 bis-(p-carboxyphenoxy)-propionic anhydride